C(C)C=1C(=CC=C2C=C(C=C(C12)C1=C(C=C2C(=NC(=NC2=C1F)OC[C@]12CCCN2C[C@@H](C1)F)N1C[C@](CCC1)(C)O)O)O)F 7-(8-ethyl-7-fluoro-3-hydroxynaphthalen-1-yl)-8-fluoro-2-(((2R,7aS)-2-fluorotetrahydro-1H-pyrrolizin-7a(5H)-yl)methoxy)-4-((R)-3-hydroxy-3-methylpiperidin-1-yl)quinazolin-6-ol